2-methylheptane-4-ol CC(C)CC(CCC)O